ClC1=CC2=C(N=C(N=C2NCCS(=O)(=O)C2=CC=CC=C2)N2CCN(CC2)C)C=N1 6-chloro-2-(4-methylpiperazin-1-yl)-N-(2-(phenylsulfonyl)ethyl)pyrido[3,4-d]pyrimidin-4-amine